5-chloro-6-(4-(methoxymethoxy)phenoxy)pyrimidine-4-benzamide ClC=1C(=NC=NC1OC1=CC=C(C=C1)OCOC)C1=CC=CC=C1C(=O)N